OC1=CC(=CC=2C(C3=CC(=CC(=C3C(C12)=O)O)C)=O)OC 1,8-dihydroxy-3-methoxy-6-methylanthraquinone